(5RS)-5-{[(3S)-3-(Difluoromethyl)pyrrolidin-1-yl]carbonyl}-2-(4-methylbenzyl)-5,6,7,8-tetrahydro[1,2,4]triazolo[4,3-a]pyridin-3(2H)-one FC([C@@H]1CN(CC1)C(=O)[C@H]1CCCC=2N1C(N(N2)CC2=CC=C(C=C2)C)=O)F |&1:9|